BrC=1C=C(C=C2CCC(OC12)(C)C)C(=O)OCC ethyl 8-bromo-2,2-dimethylchroman-6-carboxylate